BrC1=C(N)C=C(C(=C1)C(F)(F)F)OC 2-bromo-5-methoxy-4-(trifluoromethyl)aniline